COC(=O)C=1C=C(N2CCCCC12)C(C(=O)O)=O 2-(1-(methoxycarbonyl)-5,6,7,8-tetrahydroindolizin-3-yl)-2-oxoacetic acid